C(C)(C)(C)C=1C(C(=CC(C1)=CC1=CC=C(C=C1)F)C(C)(C)C)=O 2,6-di-t-butyl-4-(4-fluorophenylmethylene)cyclohexa-2,5-dien-1-one